Cl.NC1=NC(=NC=2N1N=C(N2)C=2OC=CC2)N2C[C@@H](CCC2)CN2CCN(CC2)C2=C(C=C(OCC(=O)O)C=C2)F (S)-2-(4-(4-((1-(7-amino-2-(furan-2-yl)-[1,2,4]triazolo[1,5-a][1,3,5]triazin-5-yl)piperidin-3-yl)methyl)piperazin-1-yl)-3-fluorophenoxy)acetic acid hydrochloride